FC1=CC=C(C=C1)C1=CC(=CC=C1)C=CC(=O)N1C(OCC1C1=CC=CC=C1)=O 3-(3-(4'-fluoro-[1,1'-biphenyl]-3-yl)propenoyl)-4-phenyloxazolidin-2-one